(5-bromo-1,3-benzothiazol-2-yl)methanamine hydrochloride Cl.BrC=1C=CC2=C(N=C(S2)CN)C1